N12CCN(C(CC1)CC2)C(=O)N2N=C(C1=C2COCC1)C1=NC=C(C(=C1)Cl)F (1,4-diazabicyclo[3.2.2]nonan-4-yl)(3-(4-chloro-5-fluoropyridin-2-yl)-4,7-dihydropyrano[3,4-c]pyrazol-1(5H)-yl)methanone